(3RS)-3-(5-amino-2-methyl-4-oxoquinazolin-3(4H)-yl)piperidine-2,6-dione monohydrochloride Cl.NC1=C2C(N(C(=NC2=CC=C1)C)[C@H]1C(NC(CC1)=O)=O)=O |r|